C[C@H]1N(CCN(C1=O)C)CCOC=1C=C(C=CC1)C1=NC2=CC=C(C=C2C=C1)C=1C2=C(C(N(C1)C)=O)NC=C2 (R)-4-{2-[3-(2-(2,4-dimethyl-3-oxopiperazin-1-yl)ethoxy)phenyl]quinolin-6-yl}-6-methyl-1H-pyrrolo[2,3-c]pyridin-7(6H)-one